2-(2-bromo-4-(trifluoromethyl)phenyl)-7,8-dihydro-1,6-naphthyridin-5(6H)-one BrC1=C(C=CC(=C1)C(F)(F)F)C1=NC=2CCNC(C2C=C1)=O